methyl (E)-2-[2-(bromo-methyl)-3-chloro-phenyl]-3-methoxy-prop-2-enoate BrCC1=C(C=CC=C1Cl)/C(/C(=O)OC)=C\OC